tert-Butyl (1R,2S,5S)-2-(hydroxymethyl)-6,6,7,7-tetramethyl-3-azabicyclo[3.2.0]heptane-3-carboxylate OC[C@@H]1[C@H]2C(C([C@H]2CN1C(=O)OC(C)(C)C)(C)C)(C)C